C1(=CC=CC2=CC=CC=C12)[C@H](CCNC(C)=O)C1=CC=CC=C1 (R)-N-(1-naphthyl-3-phenylpropyl)acetamide